5-(8-((1R,2R)-2-(4-(trifluoromethoxy)phenyl)cyclopropyl)imidazo[1,2-b]pyridazin-6-yl)pyrimidine-2,4(1H,3H)-dione FC(OC1=CC=C(C=C1)[C@H]1[C@@H](C1)C=1C=2N(N=C(C1)C=1C(NC(NC1)=O)=O)C=CN2)(F)F